1-[2-cyano-4-(trifluoromethyl)phenyl]-N-[(3R)-1-methylpyrrolidin-3-yl]-4-{6-[2-(trifluoromethyl)phenyl]pyridin-3-yl}piperidine-4-carboxamide C(#N)C1=C(C=CC(=C1)C(F)(F)F)N1CCC(CC1)(C(=O)N[C@H]1CN(CC1)C)C=1C=NC(=CC1)C1=C(C=CC=C1)C(F)(F)F